FC1(CCN(CC1)CC(=O)NC=1N=C2N(N=C(C=C2)C=2C(=C(C(=O)NCC3=C(C=CC(=C3)OC(F)(F)F)F)C=CC2)F)C1)F 3-{2-[2-(4,4-difluoropiperidin-1-yl)acetamido]imidazo[1,2-b]pyridazin-6-yl}-2-fluoro-N-{[2-fluoro-5-(trifluoromethoxy)phenyl]methyl}benzamide